FC(S(=O)(=O)C1=NC=CC=C1)(F)F trifluoromethanesulfonyl-pyridine